FC1=C2CCC(C2=CC=C1[N+](=O)[O-])OP(=O)(N1CC1)N1CC1 di(aziridin-1-yl)phosphinic acid 4-fluoro-5-nitro-2,3-dihydro-1H-inden-1-yl ester